C(#N)CC1CCC(CC1)N1C(=NC=2C1=C1C(=NC2)NC=C1)CC(=O)NC12CC3(C[C@H](C[C@@H](C1)C3)C2)O 2-(1-((1R,4R)-4-(cyanomethyl)cyclohexyl)-1,6-dihydroimidazo[4,5-d]pyrrolo[2,3-b]pyridin-2-yl)-N-((1S,3R,5R,7S)-3-hydroxyadamantan-1-yl)acetamide